6-(4-Chlorophenyl)-N-[[2-(3-methylmorpholin-4-yl)-3-pyridinyl]methyl]pyridazine-4-carboxamide ClC1=CC=C(C=C1)C1=CC(=CN=N1)C(=O)NCC=1C(=NC=CC1)N1C(COCC1)C